C(=O)O.COCCN1C(=NC2=C1C=C(C=C2)C(=O)O)CN2CCC(CC2)C2=CC=CC=1OC(OC12)(C1=CC=CC=C1)C 1-(2-methoxyethyl)-2-{[4-(2-methyl-2-phenyl-1,3-benzodioxol-4-yl)piperidin-1-yl]methyl}-1H-benzimidazole-6-carboxylic acid, formate salt